3-(Trideuteromethoxy)-azetidine trifluoroacetate FC(C(=O)O)(F)F.[2H]C(OC1CNC1)([2H])[2H]